FC1=C(C=CC(=C1C=1C=CC=2N(C1)C=NC2C=2NC=CN2)F)NS(=O)(=O)C=2C(=NC=C(C2)F)OC N-[2,4-difluoro-3-[1-(1H-imidazol-2-yl)imidazo[1,5-a]pyridin-6-yl]phenyl]-5-fluoro-2-methoxy-pyridine-3-sulfonamide